NC1=NC(N(C=C1)C1=CC(=C(C=C1)CC(C)O[Si](C)(C)C(C)(C)C)C(F)(F)F)=O 4-amino-1-(4-(2-((tert-butyl-dimethylsilyl)oxy)propyl)-3-(trifluoromethyl)phenyl)pyrimidin-2(1H)-one